1-(2-pyrimidinyl)piperazine N1=C(N=CC=C1)N1CCNCC1